Methyl (S)-2-((4-(6-((4-acetyl-2-fluorobenzyl)oxy)pyridin-2-yl)piperidin-1-yl)methyl)-3-(oxetan-2-yl methyl)-3H-imidazo[4,5-b]pyridine-5-carboxylate C(C)(=O)C1=CC(=C(COC2=CC=CC(=N2)C2CCN(CC2)CC2=NC=3C(=NC(=CC3)C(=O)OC)N2C[C@H]2OCC2)C=C1)F